oxiran-2-ylmethyl 9,9-bis(3-methyl-4-(oxiran-2-ylmethoxy)phenyl)-9H-fluorene-4-carboxylate CC=1C=C(C=CC1OCC1OC1)C1(C2=CC=CC=C2C=2C(=CC=CC12)C(=O)OCC1OC1)C1=CC(=C(C=C1)OCC1OC1)C